NC1=C(N=C(C(=N1)N1CCC2(CC1)[C@@H](C=1C(=NC=CC1)C2)N)F)SC2=C(C(=NC=C2)N)Cl (S)-1'-(6-amino-5-((2-amino-3-chloropyridin-4-yl)thio)-3-fluoropyrazin-2-yl)-5,7-dihydrospiro[cyclopenta[b]pyridine-6,4'-piperidine]-5-amine